6H-thieno[3,2-d][1,2,3]thiadiazol-5-carboxylic acid N1=NSC2=C1CC(S2)C(=O)O